Thian titanium [Ti].S1CCCCC1